C(C1=CC=CC=C1)C1=CC(=NN1)C(=O)N[C@H]1[C@@H]2[C@H](C3=C(N(C1=O)C)N=CC=C3)C2 5-benzyl-N-((1aS,2S,8bR)-4-methyl-3-oxo-1,1a,2,3,4,8b-hexahydrocyclopropa[d]pyrido[2,3-b]azepin-2-yl)-1H-pyrazole-3-carboxamide